benzyl (S)-2-hydroxypropanoate O[C@H](C(=O)OCC1=CC=CC=C1)C